COC=1C=C(CN2C(C2)(C2=CC=CC=C2)C2=CC=CC=C2)C=CC1 1-(3-methoxybenzyl)-2,2-diphenylaziridine